(R)-1-(3-(difluoromethyl)-2-fluorophenyl)ethan FC(C=1C(=C(C=CC1)CC)F)F